carbamoylcyclohexan C(N)(=O)C1CCCCC1